tris(2-tolyl)phosphine C1(=C(C=CC=C1)P(C1=C(C=CC=C1)C)C1=C(C=CC=C1)C)C